C(C)(=O)C1=NN(C2=CC=C(C=C12)C1=CC(=CC=C1)C#N)CC(=O)N1[C@@H](CCC1)C(=O)NC1=NC(=CC=C1)C (S)-1-(2-(3-acetyl-5-(3-cyanophenyl)-1H-indazol-1-yl)acetyl)-N-(6-methylpyridin-2-yl)pyrrolidine-2-carboxamide